hafnium tetra(diethylamino)hafnium C(C)N(CC)[Hf](N(CC)CC)(N(CC)CC)N(CC)CC.[Hf]